FC=1C=C2C=C(C=NC2=CC1)C(=O)N1CC2(C1)C=C(C(C(C2)(C)C)=O)C#N 2-(6-fluoroquinoline-3-carbonyl)-8,8-dimethyl-7-oxo-2-azaspiro[3.5]non-5-ene-6-carbonitrile